C(C)(C)(C)OC(N[C@H](C(=O)NC1=C(C(=C(C=C1)Br)Cl)C(C1=C(C=CC=C1F)F)=O)C)=O N-[(1S)-2-[4-bromo-3-chloro-2-(2,6-difluorobenzoyl)anilino]-1-methyl-2-oxoethyl]carbamic acid tert-butyl ester